COC1=CC=C(C(=N1)N1N=CC=N1)C(=O)N1C[C@@H](CC[C@H]1C)OC1=NC=CC(=C1)C(=O)OC methyl 2-{[(3R,6R)-1-{[6-methoxy-2-(2H-1,2,3-triazol-2-yl)pyridin-3-yl]carbonyl}-6-methylpiperidin-3-yl]oxy}pyridine-4-carboxylate